ClC1=C(C(=CC=C1B1OC(C(O1)(C)C)(C)C)Cl)O 2,6-dichloro-3-(4,4,5,5-tetramethyl-1,3,2-dioxaborolan-2-yl)phenol